C[C@]1(OC1)CO (S)-(2-methyloxiran-2-yl)methanol